6-(2-bromo-4-fluorophenyl)tetrahydro-2H-pyran-3-ol BrC1=C(C=CC(=C1)F)C1CCC(CO1)O